(2S,3R)-3-((2-amino-6-methylpyridin-4-yl)methyl)-N2-(1-methyl-1H-pyrazol-4-yl)-N1-((R)-1-(4-methylphenyl)propyl)-N2-methyl-4-oxoazetidine-1,2-dicarboxamide NC1=NC(=CC(=C1)C[C@@H]1[C@H](N(C1=O)C(=O)N[C@H](CC)C1=CC=C(C=C1)C)C(=O)N(C)C=1C=NN(C1)C)C